tert-butyl 4-allyloxypiperidine-1-carboxylate C(C=C)OC1CCN(CC1)C(=O)OC(C)(C)C